C(C)(=O)N1[C@H](CN([C@H](C1)COC)C(C=C)=O)C1=CC(=NC(=C1)Cl)C1=CC(=NC(=C1)F)C(=O)NC 4-((2S,5R)-1-acetyl-4-acryloyl-5-(methoxymethyl)piperazin-2-yl)-6-chloro-6'-fluoro-N-methyl-[2,4'-bipyridine]-2'-carboxamide